C1(CCCCC1)C1C(NC2=C(CN1C(CCOC)=O)C=CC=C2)=O 3-cyclohexyl-4-(3-methoxypropionyl)-1,3,4,5-tetrahydro-2H-benzo[1,4]diazepin-2-one